(S)-N-(1,2,3-trimethoxy-9-oxo-10-(2H-1,2,3-triazol-2-yl)-5,6,7,9-tetrahydrobenzo[a]heptalen-7-yl)acetamide COC1=C(C(=CC2=C1C1=CC=C(C(C=C1[C@H](CC2)NC(C)=O)=O)N2N=CC=N2)OC)OC